p-fluoroaniline-2-d FC=1C=C(C(N)=CC1)[2H]